C1[C@@H]([C@@H]([C@H]([C@H](O1)OP(=O)([O-])OP(=O)([O-])OC[C@@H]2[C@H]([C@H]([C@@H](O2)N3C=CC(=O)NC3=O)O)O)O)O)[NH3+] The molecule is a nucleotide-sugar oxoanion that is the conjugate base of UDP-4-amino-4-deoxy-beta-L-arabinopyranose, arising from deprotonation of the diphosphate group and protonation of the amino group. It is a conjugate base of an UDP-4-amino-4-deoxy-beta-L-arabinopyranose.